ClCC1=CC=C(C=C1)NC([C@H](CCCNC(=O)N)N(C(=O)C1(CCC1)C(=O)N)CCCCCN1C(C=CC1=O)=O)=O (S)-N-(1-(4-(chloromethyl)phenylamino)-1-oxo-5-ureidopentan-2-yl)-N-(5-(2,5-dioxo-2,5-dihydro-1H-pyrrol-1-yl)pentyl)cyclobutane-1,1-dicarboxamide